N-(5-chloro-6-fluoronaphthalen-1-yl)-1,1-diphenylmethanimine ClC1=C2C=CC=C(C2=CC=C1F)N=C(C1=CC=CC=C1)C1=CC=CC=C1